(1R,4r)-4-((R)-1-(((R)-4-(((S)-1-(4-methylthiazol-5-yl)-2-(piperidin-1-yl)ethyl)amino)-6-phenyl-5,6,7,8-tetrahydroquinazolin-2-yl)amino)propyl)cyclohexane-1-carboxylic acid CC=1N=CSC1[C@H](CN1CCCCC1)NC1=NC(=NC=2CC[C@H](CC12)C1=CC=CC=C1)N[C@H](CC)C1CCC(CC1)C(=O)O